COC1=C(C=CC(=C1)\C=C\C)O (E)-2-methoxy-4-(1-propenyl)phenol